ClC(C(=O)C1=CC=CC=C1)(Cl)Cl 2,2,2-trichloroacetophenone